6-[3-ethylsulfonyl-5-(trifluoromethyl)pyrazolo[1,5-a]pyridin-2-yl]-3-(trifluoromethyl)-7H-pyrrolo[3,4-b]pyridin-5-one C(C)S(=O)(=O)C=1C(=NN2C1C=C(C=C2)C(F)(F)F)N2CC1=NC=C(C=C1C2=O)C(F)(F)F